2-((1S,3S)-3-((((9H-fluoren-9-yl)methoxy)carbonyl)amino)cyclopentyl)acetic acid C1=CC=CC=2C3=CC=CC=C3C(C12)COC(=O)N[C@@H]1C[C@H](CC1)CC(=O)O